CC(C)N1CCC(CC1)N1CCN(CCC1)C1=CC=CC(=N1)C(=O)OC(C)(C)C tert-Butyl 6-{4-[1-(propan-2-yl)piperidin-4-yl]-1,4-diazepan-1-yl}pyridine-2-carboxylate